N-(5-chloro-2-((5-cyanopyridin-3-yl)methoxy)-4-(3-(1-(3-(4-Fluoropiperidin-1-yl)propyl)indolin-4-yl)-2-methylbenzyloxy)benzyl)-L-homoserine ClC=1C(=CC(=C(CN[C@@H](CCO)C(=O)O)C1)OCC=1C=NC=C(C1)C#N)OCC1=C(C(=CC=C1)C1=C2CCN(C2=CC=C1)CCCN1CCC(CC1)F)C